N-methyl-morpholinium C[NH+]1CCOCC1